BrC=1C(=C(C(=CC1)F)NC(=O)C1=C(C=NN1)C)F N-(3-bromo-2,6-difluorophenyl)-4-methyl-1H-pyrazole-5-carboxamide